(S)-alpha-(Boc-amino)-4-hexynoic acid C(=O)(OC(C)(C)C)N[C@H](C(=O)O)CC#CC